2-((4-(((S)-2-hydroxy-1-phenylethyl)amino)-5-(3-(quinuclidin-4-yl)-1,2,4-oxadiazol-5-yl)pyrimidin-2-yl)amino)-7,8,11,11a-tetrahydro-5H-azepino[2,1-a]isoindol-5-one OC[C@H](C1=CC=CC=C1)NC1=NC(=NC=C1C1=NC(=NO1)C12CCN(CC1)CC2)NC=2C=CC=1C(N3C(C1C2)CC=CCC3)=O